3-(1-Methyl-1H-pyrazol-4-yl)-5-(1-(trifluoromethyl)-5,6-dihydroimidazo[1,5-a]pyrazin-7(8H)-yl)-1H-pyrazolo[4,3-d]pyrimidine CN1N=CC(=C1)C1=NNC2=C1N=C(N=C2)N2CC=1N(CC2)C=NC1C(F)(F)F